FC1=C(C(=CC=C1)F)CS1C(C(C(C1)=O)C=1N=NC(=CC1)OC)=O 1-[(2,6-difluorophenyl)methyl]-3-(6-methoxypyridazin-3-yl)-2,4-dioxothiophene